C(C)(=O)N1CCC(CC1)N1CCC(CC1)N1C(N(C2=C1C=CC(=C2)F)CC2=NC=C(C=C2)C=2OC(=NN2)C(F)F)=O 1-(1'-acetyl-[1,4'-bipiperidin]-4-yl)-3-((5-(5-(difluoromethyl)-1,3,4-oxadiazol-2-yl)pyridin-2-yl)methyl)-5-fluoro-1,3-dihydro-2H-benzo[d]imidazol-2-one